5-(4-((3-methyl-2,4-dioxo-1,2,3,4-tetrahydrothieno[3,2-d]pyrimidin-6-yl)methyl)piperazin-1-yl)-6-(trifluoromethyl)picolinamide CN1C(NC2=C(C1=O)SC(=C2)CN2CCN(CC2)C=2C=CC(=NC2C(F)(F)F)C(=O)N)=O